FC1=CC2=C(N(C([C@H](CS2=O)NC(OC(C)(C)C)=O)=O)CC2=CC=C(C=C2)F)C=C1C1=NOC(=N1)C(C(F)(F)F)(OC)F tert-butyl N-[(3R)-8-fluoro-5-[(4-fluorophenyl)methyl]-1,4-dioxo-7-[5-(1,2,2,2-tetrafluoro-1-methoxy-ethyl)-1,2,4-oxadiazol-3-yl]-2,3-dihydro-1λ4,5-benzothiazepin-3-yl]carbamate